C(CCC)[Sn](C1=CC=CC=C1)(C1=CC=CC=C1)CCCC Dibutyl-diphenyltin